BrC=1C=C(C(=NC1)C=1OC=CC1)[N+](=O)[O-] 5-bromo-2-(furan-2-yl)-3-nitropyridine